(S)-1-(1-cyclopropyl-4-fluoro-1H-indazol-5-yl)-3-(2-(4-(1-fluorocyclopropyl)-3-methylphenyl)-4-methyl-2,4,5,6,7,8-hexahydropyrazolo[4,3-c]azepin-3-yl)-1,3-dihydro-2H-imidazole-2-one C1(CC1)N1N=CC2=C(C(=CC=C12)N1C(N(C=C1)C=1N(N=C2C1[C@@H](NCCC2)C)C2=CC(=C(C=C2)C2(CC2)F)C)=O)F